BrC=1C(=NN(C1)C)C(=O)N1CCN(CC1)CC(=O)C=1C=C2CC(NC2=CC1Cl)=O 5-{2-[4-(4-Bromo-1-methyl-1H-pyrazole-3-carbonyl)-piperazin-1-yl]-acetyl}-6-chloro-1,3-dihydro-indol-2-one